NC1=NC=CC=C1C1=NC=2C(=NC(=CC2)C2=CC=CC=C2)N1C1=CC=C(CNC(=O)C2=CC=C(C=C2)N2N=CC(=C2)C(=O)[O-])C=C1 1-(4-((4-(2-(2-aminopyridin-3-yl)-5-phenyl-3H-imidazo[4,5-b]pyridin-3-yl)benzyl)carbamoyl)phenyl)-1H-pyrazole-4-carboxylate